2-[2-(aminomethyl)-3,3-difluoro-allyl]-7-[2-(4-methyl-2,3-dihydro-1,4-benzoxazin-7-yl)ethynyl]-[1,2,4]triazolo[4,3-a]pyridin-3-one NCC(CN1N=C2N(C=CC(=C2)C#CC2=CC3=C(N(CCO3)C)C=C2)C1=O)=C(F)F